benzotriazol-1-yloxy-tris(pyrrolidino)phosphonium hexafluorophosphate F[P-](F)(F)(F)(F)F.N1(N=NC2=C1C=CC=C2)O[P+](N2CCCC2)(N2CCCC2)N2CCCC2